C(=C)(C)C1=NC=CN=C1 Isopropenylpyrazin